NCCOCCOC=1C=C(C=2C=NNC2C1)C(=O)NCC=1N=C2N(C=C(C=C2)CN2CCC(CC2)(C)C)C1 6-[2-(2-aminoethoxy)ethoxy]-N-[[6-[(4,4-dimethyl-1-piperidinyl)methyl]imidazo[1,2-a]pyridin-2-yl]methyl]-1H-indazole-4-carboxamide